tert-butyl 4-((2S,5S)-5-(4-bromobenzyl)-2-methylmorpholino)piperidine-1-carboxylate BrC1=CC=C(C[C@@H]2N(C[C@@H](OC2)C)C2CCN(CC2)C(=O)OC(C)(C)C)C=C1